C(C)(C)(C)OC(=O)N(C1=C(C=C(C(=O)NCC(COC)OC(C(C)C)=O)C=C1)OC)CC#C [1-[[[4-[tert-butoxycarbonyl(prop-2-ynyl)amino]-3-methoxy-benzoyl] amino]methyl]-2-methoxy-ethyl]2-methylpropanoate